CNC(=O)C1=C2C=CNC2=CC=C1OC=1C=C(C=CC1)C1=NN(C=C1)CC=1C=C(C=CC1)CCC(=O)O 3-(3-((3-(3-((4-(Methylcarbamoyl)-1H-indol-5-yl)oxy)phenyl)-1H-pyrazol-1-yl)methyl)phenyl)propanoic acid